methyl 2-(bromomethyl)-6-chloroisonicotinate BrCC=1C=C(C(=O)OC)C=C(N1)Cl